C(CCCCCCCC(=O)OCCOCCNC(CCSSC1=NC=CC=C1)=O)(=O)ON1C(CCC1=O)=O 1-(2,5-dioxopyrrolidin-1-yl) 9-(2-(2-(3-(pyridin-2-yldisulfanyl) propanamido) ethoxy) ethyl) azelate